(7-Ethoxy-1-(2-(7-ethyl-5-methoxy-1H-indol-3-yl)ethyl)-6-methoxy-3,4-dihydroisoquinolin-2(1H)-yl)(morpholinyl)methanone C(C)OC1=C(C=C2CCN(C(C2=C1)CCC1=CNC2=C(C=C(C=C12)OC)CC)C(=O)N1CCOCC1)OC